N-((5-chloro-6-((5-chlorothiophen-3-yl)methoxy)-1H-indol-2-yl)methyl)-1-methylcyclopropane-1-carboxamide ClC=1C=C2C=C(NC2=CC1OCC1=CSC(=C1)Cl)CNC(=O)C1(CC1)C